F[P-](F)(F)(F)(F)F.[Fe+2].C1(C=CC=C1)C1=C(C=CC=C1)C(C)C.F[P-](F)(F)(F)(F)F (2,4-cyclopentadien-1-yl)((1-methylethyl)benzene) iron (II) hexafluorophosphate